3-[5-(4-hydroxy-1-piperidinyl)-3,4-dihydro-2H-quinolin-1-yl]piperidine-2,6-dione OC1CCN(CC1)C1=C2CCCN(C2=CC=C1)C1C(NC(CC1)=O)=O